CC(CC(=O)O)(C)NC=1C2=C(N=C(N1)C1=CC=NC=C1)C=NC=C2 3-methyl-3-{[2-(pyridin-4-yl)pyrido[3,4-d]pyrimidin-4-yl]amino}butanoic acid